3-chloro-2-(2-chloroethoxy)-5-(4-(4,4,5,5-tetramethyl-1,3,2-dioxaborolan-2-yl)phenoxy)benzonitrile ClC=1C(=C(C#N)C=C(C1)OC1=CC=C(C=C1)B1OC(C(O1)(C)C)(C)C)OCCCl